FC=1C=CC(=C(C(=O)NS(=O)(=O)C)C1)N[C@H](C)C=1C=C(C=C2C(N(C(=NC12)N1CC2=CC=C(C=C2C1)F)C)=O)C (R)-5-fluoro-2-((1-(2-(5-fluoroisoindolin-2-yl)-3,6-dimethyl-4-oxo-3,4-dihydroquinazolin-8-yl)ethyl)amino)-N-(methylsulfonyl)benzamide